Pyrrolo[2,3-d]Pyrimidine-7-carboxylic acid azetidin-3-yl ester hydrochloride Cl.N1CC(C1)OC(=O)N1C=CC2=C1N=CN=C2